COC1=C(C=CC(=C1)S(=O)(=O)C)NC=1N=C(C2=C(N1)NC=C2C#N)N[C@@H]2COCC2 (S)-2-((2-meth-oxy-4-(methyl-sulfonyl)phenyl)amino)-4-((tetrahydrofuran-3-yl)amino)-7H-pyrrolo[2,3-d]pyrimidine-5-carbonitrile